COC=1C(=CC(=NC1)C(=O)O)\C=C\[C@@H]1CC[C@H](CC1)C(F)(F)F 5-methoxy-4-((E)-2-(trans-4-(trifluoromethyl)cyclohexyl)vinyl)picolinic acid